ClC1=C(C=CC=C1C1=NC(=C(C=C1)CN[C@H]1[C@H](CCC1)O)OC)C1=C(C(=CC=C1)NC(=O)C=1C(N(C(N(C1)C)=O)C)=O)C N-(2'-chloro-3'-(5-((((1R,2S)-2-hydroxycyclopentyl)amino)methyl)-6-methoxypyridin-2-yl)-2-methyl-[1,1'-biphenyl]-3-yl)-1,3-dimethyl-2,4-dioxo-1,2,3,4-tetrahydropyrimidine-5-carboxamide